dodecadienol acetate C(C)(=O)OC=CC=CCCCCCCCC